2-hydroperoxypropanol O(O)C(CO)C